C1=CC=CC=2C=CC=3C=CC=4N=C5C=CC=CC5=NC4C3C12 naphtho[2,1-c]phenazine